ClCCCCCCOCCOCCNC(=O)CCCCCCN1C[C@@H](C(C1)(C)C)NC(OC(C)(C)C)=O tert-butyl N-[(3R)-1-{6-[(2-{2-[(6-chlorohexyl)oxy]ethoxy} ethyl)carbamoyl]hexyl}-4,4-dimethylpyrrolidin-3-yl]carbamate